NCCCCNC(=O)[C@H]1N(CC2(OCCO2)C1)C(CNC(=O)C1=CC=C(C=C1)OC1=CC=CC=C1)=O (8S)-N-(4-Aminobutyl)-7-{2-[(4-phenoxyphenyl)formamido]acetyl}-1,4-dioxa-7-azaspiro[4.4]nonane-8-carboxamide